(S)-N-(2-amino-1-(3-chlorophenyl)ethyl)-1-(5-methyl-2-((tetrahydro-2H-pyran-4-yl)amino)-pyrimidin-4-yl)-1H-imidazole-4-carboxamide hydrochloride Cl.NC[C@H](C1=CC(=CC=C1)Cl)NC(=O)C=1N=CN(C1)C1=NC(=NC=C1C)NC1CCOCC1